FC1=C(OC=2C3=C(N=CN2)CN(CC3)C(=O)OC(C)(C)C)C=C(C(=C1)NC(=O)C=1C(N(C(N(C1)C(C)C)=O)C1=NC=C(C=C1)C)=O)F tert-butyl 4-(2,5-difluoro-4-(1-isopropyl-3-(5-methylpyridin-2-yl)-2,4-dioxo-1,2,3,4-tetrahydropyrimidine-5-carboxamido)phenoxy)-5,6-dihydropyrido[3,4-d]pyrimidine-7(8H)-carboxylate